FC(C1=CN=C2N1N=C(C=C2)C2=CNC=1N=C(N=CC12)N[C@H](COC)C)F (S)-5-(3-(difluoromethyl)imidazo[1,2-b]pyridazin-6-yl)-N-(1-methoxypropan-2-yl)-7H-pyrrolo[2,3-d]pyrimidin-2-amine